1,4-bis(4'-amino-2'-trifluoromethylphenoxy)biphenyl NC1=CC(=C(OC2(CC=C(C=C2)OC2=C(C=C(C=C2)N)C(F)(F)F)C2=CC=CC=C2)C=C1)C(F)(F)F